C(C(=O)[O-])(=O)OC1CCCCCC1 cycloheptyl oxalate